FC=1C(=NC(=NC1)C=1OC=CN1)N1CCC(CC1)C(=O)N1OCC[C@H]1C1=NC=CN=C1 [1-(5-fluoro-2-oxazol-2-yl-pyrimidin-4-yl)-4-piperidyl]-[(3S)-3-pyrazin-2-ylisoxazolidin-2-yl]methanone